ClC=1N=CC2=C(N1)N(C(C=C2C)=O)C2CN(CC2)C(=O)OC(C)(C)C tert-Butyl 3-(2-chloro-5-methyl-7-oxopyrido[2,3-d]pyrimidin-8(7H)-yl)pyrrolidine-1-carboxylate